COC1=C(C(=CC(=C1)C1=CN(C(C2=CN=CC=C12)=O)C)OC)CN1CC2(CN(C2)C(COC2=C3C(N(C(C3=CC=C2)=O)C2C(NC(CC2)=O)=O)=O)=O)C1 4-[2-(6-[[2,6-dimethoxy-4-(2-methyl-1-oxo-2,7-naphthyridin-4-yl)phenyl]methyl]-2,6-diazaspiro[3.3]heptan-2-yl)-2-oxoethoxy]-2-(2,6-dioxopiperidin-3-yl)isoindole-1,3-dione